C(C1=CC=CC=C1)ON1[C@@H]2CC[C@H](N(C1=O)C2)C(=O)NOC2CCN(CC2)C(=O)OC(C)(C)C tert-Butyl 4-[({[(2S,5R)-6-benzyloxy-7-oxo-1,6-diazabicyclo[3.2.1]oct-2-yl]carbonyl}amino)oxy]piperidine-1-carboxylate